COC1C[C@H]2CC[C@@H](C1)N2.Cl (3-exo)-3-methoxy-8-azabicyclo[3.2.1]octane hydrochloride